1-benzylcyclopropan-1-amine C(C1=CC=CC=C1)C1(CC1)N